laurylstearyl-3,3'-thiodipropionate C(CCCCCCCCCCC)OC(CCSCC(C(=O)[O-])CCCCCCCCCCCCCCCCCC)=O